CC(CCN1CCC2(CC1)CCN(CC2)S(=O)(=O)C=2C=NC(=CC2)C2CCOCC2)(C)C 3-(3,3-Dimethylbutyl)-9-((6-(tetrahydro-2H-pyran-4-yl)pyridin-3-yl)sulfonyl)-3,9-diazaspiro[5.5]undecane